OC(CCC(CCOCOCOCCC(CCC(CCCC)O)C#CCCCC)C#CCCCC)CCCC 6-hydroxy-3-hexynyldecoxymethyl ether